3-((R)-3-((2R,4S)-2-cyano-4-hydroxy-2-methylpyrrolidine-1-carbonyl)-8-methoxy-5-methyl-1-(2,2,2-trifluoroethyl)-5,6-dihydropyrrolo[2,1-a]isoquinolin-9-yl)picolinonitrile C(#N)[C@@]1(N(C[C@H](C1)O)C(=O)C1=CC(=C2N1[C@@H](CC1=CC(=C(C=C21)C=2C(=NC=CC2)C#N)OC)C)CC(F)(F)F)C